4,4,5,5-tetramethyl-2-(1-(4-(methylsulfonyl)phenyl)-3-(trifluoromethyl)bicyclo[1.1.1]pentan-2-yl)-1,3,2-dioxaborolane CC1(OB(OC1(C)C)C1C2(CC1(C2)C(F)(F)F)C2=CC=C(C=C2)S(=O)(=O)C)C